C(CCCCCCCCCCCCCCCCC)OC(C)O (octadecyloxy)ethan-1-ol